cubane-1,4-diamine dihydrochloride Cl.Cl.C12(C3C4C5(C3C1C5C24)N)N